(3,5-difluoro-4-formylphenyl)carbamic acid tert-butyl ester C(C)(C)(C)OC(NC1=CC(=C(C(=C1)F)C=O)F)=O